C1(=CC=CC2=CC=CC=C12)C=O Naphthaldehyd